C1=CC=C(C(=C1)C(=O)NCC(=O)O)I The molecule is a member of the class of benzamides resulting from the formal condensation of the carboxy group of 2-iodobenzoic acid with the amino group of glycine. It is a N-acylglycine, an organoiodine compound and a member of benzamides. It is a conjugate acid of a 2-iodohippurate.